CN1C(SCC1=O)=S N-methyl-rhodanine